FC1=C(C=CC(=C1)F)C1=CC(=NO1)C(=O)N1CC2=C([C@@H](C1)C=1C=NN(C1C)C)SC=C2 [5-(2,4-difluorophenyl)isoxazol-3-yl]-[(7R)-7-(1,5-dimethylpyrazol-4-yl)-6,7-dihydro-4H-thieno[3,2-c]pyridin-5-yl]methanone